C(C)(=O)N1CC[C@H](C2=CC=CC=C12)N[S@](=O)C(C)(C)C (R)-N-((R)-1-acetyl-1,2,3,4-tetrahydroquinolin-4-yl)-2-methylpropane-2-sulfinamide